C(CCCCCCCC)N(CCN(CC(=O)N1CCN(CC1)C(CN(CCCC(SCCCCC)=O)CCCCCCCCC)=O)CCCCCCCCC)CCCCCCCCC S-Pentyl 4-((2-(4-(N-(2-(dinonylamino)ethyl)-N-nonylglycyl)piperazin-1-yl)-2-oxoethyl)(nonyl)amino)butanethioate